(Z)-allyl alcohol C(C=C)O